CCCC(CC(C(O)O)C)C 6,2,4-trimethylhexanediol